24,25-methylenecholest-5-en-3β-ol C1C(C1(C)C)CC[C@@H](C)[C@H]1CC[C@H]2[C@@H]3CC=C4C[C@H](CC[C@]4(C)[C@H]3CC[C@]12C)O